OC=1C=C(C=CC1O)[C@@H]1[C@@H]([C@@H](C2=C(C=C(C=C2C1)O)O)C1C(CC(C2=CC(=C(C=C12)C1=CC(=C(C=C1)O)O)O)O)O)O (1R,2S,3R,6'R,7'R)-3,7'-Bis(3,4-dihydroxy-phenyl)-1,1',2,2',3,3',4,4'-octahydro-1,1'-binaphthyl-2,2',4',6,6',8-hexaol